ClC1=C2CCN([C@@H](C2=C(C=C1)OCC1=CC=C2C(=N1)ON=C2C)CN2C(CCC2)=O)C(=O)[C@H]2[C@H](CCCC2)C(=O)NC (1s,2r)-2-((S)-5-chloro-8-((3-methylisoxazolo[5,4-b]pyridin-6-yl)methoxy)-1-((2-oxopyrrolidin-1-yl)methyl)-1,2,3,4-tetrahydroisoquinoline-2-carbonyl)-N-methylcyclohexane-1-carboxamide